C1(CC1)C=1N=C(C(=NC1CC)C(=O)N)NC1=CC(=CC=C1)OCCCNC([C@H](C)N(C(\C=C\CN(C)C)=O)C)=O (S,E)-5-cyclopropyl-3-((3-(3-(2-(4-(dimethylamino)-N-methylbut-2-enamido)propanamido)propoxy)phenyl)amino)-6-ethylpyrazine-2-carboxamide